6-Chloro-N4-[(2,3-difluorophenyl)methyl]-1,3,5-triazine-2,4-diamine ClC1=NC(=NC(=N1)N)NCC1=C(C(=CC=C1)F)F